OC[C@H](C[C@H]1C(NCC1)=O)NC([C@H](CC(C)C)NC(=O)C=1NC2=CC=CC(=C2C1)C)=O N-((S)-1-(((S)-1-hydroxy-3-((S)-2-oxopyrrolidin-3-yl)propan-2-yl)amino)-4-methyl-1-oxopent-2-yl)-4-methyl-1H-indole-2-carboxamide